FC1=C(C=CC=C1)C1=NN=C(S1)N1OCC2=C1C=CC=C2 N-(5-(2-fluorophenyl)-1,3,4-thiadiazol-2-yl)benzo[c]isoxazole